2-(2-fluorophenyl)-5-methyloctahydropyrrolo[3,4-c]pyrrole FC1=C(C=CC=C1)N1CC2CN(CC2C1)C